C(#N)[C@H]1N(CSC1)C(CNC(=O)C1=CC=NC2=CC=C(C=C12)N1N=C2C(=C1)CCC2(C)C)=O (R)-N-(2-(4-Cyanothiazolidin-3-yl)-2-oxoethyl)-6-(6,6-dimethyl-5,6-dihydrocyclopenta[c]pyrazol-2(4H)-yl)quinoline-4-carboxamide